3-[[(1R)-1-[3,6-dimethyl-4-oxo-2-(3-pyridinyl)benzopyran-8-yl]ethyl]amino]pyridine-2-carbonitrile CC1=C(OC2=C(C1=O)C=C(C=C2[C@@H](C)NC=2C(=NC=CC2)C#N)C)C=2C=NC=CC2